COC(C)C1=C2C(=NC=C1N)SC(=N2)C 7-(1-methoxyethyl)-2-methylthiazolo[5,4-b]pyridin-6-amine